N,N-dimethyl-lysergamide CN(C(=O)[C@H]1CN(C)[C@@H]2CC3=CNC4=CC=CC(C2=C1)=C34)C